[Si](C)(C)(C(C)(C)C)OC1C=CC(C(C1)=CCP(C1=CC=CC=C1)(C1=CC=CC=C1)=O)=C (2-(5-((tert-butyldimethylsilyl)oxy)-2-methylenecyclohexenylidene)ethyl)diphenylphosphine oxide